9-(2-morpholinoethyl)-3-oxa-7,9-diazabicyclo[3.3.1]nonane O1CCN(CC1)CCN1C2COCC1CNC2